[N+](=O)([O-])C=1C=C(C(=O)N[C@@H](C)C(=O)O)C=CC1 (m-nitrobenzoyl)alanine